O=C1N(CCC(N1)=O)C=1C=C(C=CC1)N1CCC(CC1)C=O 1-(3-(2,4-dioxotetrahydropyrimidin-1(2H)-yl)phenyl)piperidine-4-carbaldehyde